C(C)OC1=C(C=C(C=N1)CN1C2CN(CC1C2)C2=NN(C=C2)CC2=CC=C(C=C2)OC)F 6-((6-ethoxy-5-fluoropyridin-3-yl)methyl)-3-(1-(4-methoxybenzyl)-1H-pyrazol-3-yl)-3,6-diazabicyclo[3.1.1]heptane